6-(4-hydroxy-tetrahydro-pyran-3-yl)-2-methyl-3-[4-methoxybenzyl]-7,8-dihydro-6H-[1,6]naphthyridin-5-one OC1C(COCC1)N1C(C=2C=C(C(=NC2CC1)C)CC1=CC=C(C=C1)OC)=O